2-(4-(5-((1S,5R)-3-(8-cyanoquinolin-5-yl)-5-(trifluoromethyl)-3-azabicyclo[3.1.0]hexan-1-yl)-1,3,4-oxadiazol-2-yl)piperidin-1-yl)acetamide C(#N)C=1C=CC(=C2C=CC=NC12)N1C[C@@]2(C[C@@]2(C1)C(F)(F)F)C1=NN=C(O1)C1CCN(CC1)CC(=O)N